FC(COC1=CC(=CC=C1)OCC(F)(F)C1CCNCC1)(C1CCNCC1)F 1,3-bis(2,2-difluoro-2-(piperidin-4-yl)ethoxy)benzene